5-Bromo-3H-pyrazolo[3,4-b]pyridine BrC=1C=C2C(=NC1)N=NC2